FC1=CC(=NN1C)C1CCC(CC1)=O 4-(5-fluoro-1-methyl-1H-pyrazol-3-yl)cyclohexan-1-one